C(C)OC=1C=C(C=C(C1)F)N1CCC=2C=C(N=CC2C1C)C(=O)O 7-(3-ethoxy-5-fluorophenyl)-8-methyl-5,6,7,8-tetrahydro-2,7-naphthyridine-3-carboxylic acid